FC=1C=C(C=C(C1C1CCNCC1)F)O 3,5-difluoro-4-(piperidin-4-yl)phenol